5-((2-methylquinazolin-4-yl)amino)indolin-2-one CC1=NC2=CC=CC=C2C(=N1)NC=1C=C2CC(NC2=CC1)=O